C(CCCCCCCCCCCCCCC)OCCCCCCCCCCCCCCCC Dicetylether